C(C)(=O)C1=C(C(=C(C(=C1F)F)F)F)S(=O)(=O)N(C)C acetyl-3,4,5,6-tetrafluoro-N,N-dimethylbenzenesulfonamide